C(#N)C1=C(SC2=C1C=CC=C2C2=CCCO2)C2=C(C=NN2C)C2=CC=C1C(NN=C(C1=C2)CNC(OC(C)(C)C)=O)=O tert-butyl N-[[7-[5-[3-cyano-7-(2,3-dihydrofuran-5-yl)benzothiophen-2-yl]-1-methyl-pyrazol-4-yl]-4-oxo-3H-phthalazin-1-yl]methyl]carbamate